ClCC(=O)N(C)C1=CC=C(C=C1)I 2-chloro-N-(4-iodophenyl)-N-methylacetamide